(S)-(6-(4-(1-((5-(4-fluorophenoxy)pyridin-2-yl)amino)-1-oxopropan-2-yl)-2,2-dimethylpiperazine-1-carbonyl)-3-methoxypyrazin-2-yl)carbamate FC1=CC=C(OC=2C=CC(=NC2)NC([C@H](C)N2CC(N(CC2)C(=O)C2=CN=C(C(=N2)NC([O-])=O)OC)(C)C)=O)C=C1